bis(2-hydroxy-1-naphthyl)propane OC1=C(C2=CC=CC=C2C=C1)C(C)(C)C1=C(C=CC2=CC=CC=C12)O